methyl 6-(4-(3-(4-chloro-3-fluorophenyl)-1-(2-hydroxy-2-methylpropyl)-1H-pyrrolo[2,3-b]pyridine-6-carbonyl)-3,3-dimethylpiperazin-1-yl)-2,4-dimethylnicotinate ClC1=C(C=C(C=C1)C1=CN(C2=NC(=CC=C21)C(=O)N2C(CN(CC2)C2=NC(=C(C(=O)OC)C(=C2)C)C)(C)C)CC(C)(C)O)F